ClC1=C(C=C(C=C1)CC(=O)NC1=CC(=NC=C1)C(=O)O)O 4-[[2-(4-chloro-3-hydroxy-phenyl)acetyl]amino]pyridine-2-carboxylic acid